C(C)(=O)O (s)-Acetic acid